N=C1C(NC=CN1)C dihydro-3(s)-imino-2-methyl-pyrazine